COC1=CC=C(C=N1)NC(C1=C(C=CC(=C1)C(F)(F)F)NC1=C(C=C(C=C1)OC(F)(F)F)C)=O N-(6-methoxypyridin-3-yl)-2-((2-methyl-4-(trifluoromethoxy)phenyl)amino)-5-(trifluoromethyl)benzamide